C[Si](CCOC(NC[C@@H]1OC[C@@H](CO1)C1=CC2=C(CC(O2)(C)C)C=C1[N+](=O)[O-])=O)(C)C.C1(CC2C(CC1)O2)CC[SiH2]COC(COCC)=O β-(3,4-epoxycyclohexyl)ethyl-ethoxyacetoxymethylsilane cis-2-trimethylsilylethyl-N-[[5-(2,2-dimethyl-5-nitro-3H-benzofuran-6-yl)-1,3-dioxan-2-yl]methyl]carbamate